(R)-3-{2-[2-(1,3-benzothiazole-6-sulfonyl)-2H,4H,5H,6H-pyrrolo[3,4-c]pyrazol-5-yl]-2-oxoethyl}-2,3-dihydro-1H-indol-2-one S1C=NC2=C1C=C(C=C2)S(=O)(=O)N2N=C1C(=C2)CN(C1)C(C[C@H]1C(NC2=CC=CC=C12)=O)=O